N-(3-(3-(1-Methylpiperidin-4-yl)-4-oxo-3,4-dihydrophthalazin-1-yl)phenyl)ethanesulfonamide CN1CCC(CC1)N1N=C(C2=CC=CC=C2C1=O)C=1C=C(C=CC1)NS(=O)(=O)CC